3-(6-Fluoropyridin-3-yl)aniline Tert-Butyl-(5-(8-Aminoimidazo[1,2-A]Pyridin-5-Yl)-7-Cyclobutyl-7H-Pyrrolo[2,3-D]Pyrimidin-4-Yl)(Tert-Butoxycarbonyl)Carbamate C(C)(C)(C)CC(C)(C)OC(=O)N(C(O)=O)C=1C2=C(N=CN1)N(C=C2C2=CC=C(C=1N2C=CN1)N)C1CCC1.FC1=CC=C(C=N1)C=1C=C(N)C=CC1